N[C@H]1CS(C2=C(N(C1=O)CC1=CC=C(C=C1)Cl)C=C(C(=C2)F)C=2OC(=NN2)C2=CC=C(C=C2)C)(=O)=O (3R)-3-amino-5-[(4-chlorophenyl)methyl]-8-fluoro-1,1-dioxo-7-[5-(p-tolyl)-1,3,4-oxadiazol-2-yl]-2,3-dihydro-1λ6,5-benzothiazepin-4-one